5-((1-(tert-butoxycarbonyl)piperidin-4-yl)amino)-2-(3,4-dimethoxyphenyl)-3-ethyl-1H-indole-1-carboxylic acid tert-butyl ester C(C)(C)(C)OC(=O)N1C(=C(C2=CC(=CC=C12)NC1CCN(CC1)C(=O)OC(C)(C)C)CC)C1=CC(=C(C=C1)OC)OC